C(CCCCCCCCCCCCCCC)(=O)OC[C@@H](OC(CCCCCCCCCCCCCCC)=O)COP(=O)(O)OCCN 1,2-di-palmitoyl-sn-glycero-3-phosphoethanolamine